ethylisocrotonic acid C(C)/C(/C(=O)O)=C/C